N1C=NC=C1CNC(C1=CC=CC=C1)=O N-[(1H-imidazol-5-yl)methyl]benzamide